copper nitrogen carbon [C].[N].[Cu]